(E)-N-(4-(1-(6-(4-(4-(4-((2-(2,6-dioxopiperidin-3-yl)-3-oxoisoindolin-5-yl)ethynyl)benzyl)piperazin-1-yl)piperidin-1-yl)nicotinoyl)piperidin-4-yl)butyl)-3-(pyridin-3-yl)acrylamide O=C1NC(CCC1N1CC2=CC=C(C=C2C1=O)C#CC1=CC=C(CN2CCN(CC2)C2CCN(CC2)C2=NC=C(C(=O)N3CCC(CC3)CCCCNC(\C=C\C=3C=NC=CC3)=O)C=C2)C=C1)=O